5-methyl-2-((5-(pyridin-3-yloxy)pyridineformyl)glycyl)-2-azabicyclo[3.1.0]hexane-3-carboxamide CC12CC(N(C2C1)C(CNC(=O)C1=NC=C(C=C1)OC=1C=NC=CC1)=O)C(=O)N